C\C=C\CCCCCCC trans-2-decene